5-[4-cyclopropyl-3-(trifluoromethyl)phenyl]-2-[4-(2,2-difluoroethyl)-6-(trifluoromethyl)pyrrolo[3,2-b]pyridin-2-yl]-3-(ethanesulfonyl)pyridine C1(CC1)C1=C(C=C(C=C1)C=1C=C(C(=NC1)C=1C=C2N(C=C(C=C2N1)C(F)(F)F)CC(F)F)S(=O)(=O)CC)C(F)(F)F